N=1C=NN2C1C=CC(=C2)CN(C(C(=O)O)=O)C(C)C2=NC=CC=C2F 2-(([1,2,4]triazolo[1,5-a]pyridin-6-ylmethyl)(1-(3-fluoropyridin-2-yl)ethyl)amino)-2-oxoacetic acid